NC1=CC(=C(C=C1)C=1C(=C(NC1C)C(=O)N)C1=CC(=C(C=C1)C(NCC1(CC1)F)=O)OC)F 4-(4-amino-2-fluoro-phenyl)-3-[4-[(1-fluorocyclopropyl)methylcarbamoyl]-3-methoxy-phenyl]-5-methyl-1H-pyrrole-2-carboxamide